[Pb]I lead (I) iodide